C(#N)CC1(CN(C1)C1CCN(CC1)C(=O)C=1C=C(C=C(C#N)C1)C#N)N1N=CC(=C1)C1=C2C(=NC=C1F)NC=C2 5-[(4-{3-(cyanomethyl)-3-[4-(5-fluoro-1H-pyrrolo[2,3-b]pyridin-4-yl)-1H-pyrazol-1-yl]azetidin-1-yl}piperidin-1-yl)carbonyl]isophthalonitrile